(S)-N-(3-(1-((5-(2-methoxyethyl)-5H-pyrrolo[2,3-b]pyrazin-3-yl)amino)ethyl)phenyl)-5-methylnicotinamide COCCN1C=CC=2C1=NC(=CN2)N[C@@H](C)C=2C=C(C=CC2)NC(C2=CN=CC(=C2)C)=O